Indolyl-chalcone N1C(=CC2=CC=CC=C12)C1=C(C=CC=C1)\C=C\C(=O)C1=CC=CC=C1